ethylenebisstearic amide C(CCCCCCCCCCCCCCCCCCC(=O)N)CCCCCCCCCCCCCCCCCC(=O)N